C(#N)C12CCC(CC1)(C2)NC(C2=C(C=C(C=C2)F)NS(=O)(=O)CCC(F)(F)F)=O N-(4-cyanobicyclo[2.2.1]heptan-1-yl)-4-fluoro-2-((3,3,3-trifluoropropyl)sulfonamido)benzamide